methyl 4-(2-cyclopropylacetamido)-3-methoxybenzoate C1(CC1)CC(=O)NC1=C(C=C(C(=O)OC)C=C1)OC